C(CCCCCCCCCCCCCCCCCCCCC=C)(=O)O tricosa-22-enoic acid